2-(2-bromo-6-fluorophenyl)-4(s)-(4-fluorophenyl)-1H-imidazol BrC1=C(C(=CC=C1)F)C=1NC=C(N1)C1=CC=C(C=C1)F